sec-undecanol C(C)(CCCCCCCCC)O